4-((1-(3-Chlorobenzyl)pyrrolidin-3-yl)amino)-N-methyl-1H-pyrrolo[2,3-b]pyridine-5-carboxamide ClC=1C=C(CN2CC(CC2)NC2=C3C(=NC=C2C(=O)NC)NC=C3)C=CC1